3,5-difluoro-4-methoxy-N-([1,2,3]triazolo[1,5-a]pyridin-3-ylmethyl)benzamide FC=1C=C(C(=O)NCC=2N=NN3C2C=CC=C3)C=C(C1OC)F